ClC1=C(C=C(C=C1)F)C1(NC(C2=C1C(=CC1=C(N(N=C21)C)CC(F)F)C=2SC1=C(C2C(=O)N)C=CC(=C1)F)=O)O [6-(2-chloro-5-fluorophenyl)-3-(2,2-difluoroethyl)-6-hydroxy-2-methyl-8-oxo-7,8-dihydro-6H-pyrrolo[4,3-g]indazol-5-yl]-6-fluorobenzothiophene-3-carboxamide